CC1=NOC(=C1CNC1=NC(=NS1)C1=CC=CC=C1)C1=CC=C(C=N1)OC1CCCCC1 (1S,3S)-3-((6-(3-Methyl-4-(((3-phenyl-1,2,4-thiadiazol-5-yl)amino)methyl)isoxazol-5-yl)pyridin-3-yl)oxy)cyclohexan